4-(3-Bromo-1H-1,2,4-triazol-1-yl)-2-[2,6-dimethyl-4-(trifluoromethyl)phenyl]-5-hydroxy-6-isopropylpyridazin-3(2H)-one BrC1=NN(C=N1)C=1C(N(N=C(C1O)C(C)C)C1=C(C=C(C=C1C)C(F)(F)F)C)=O